trans-1-chloro-3,3,3-trifluoro-propene Cl\C=C\C(F)(F)F